tert-butyl 3-(3-(benzyloxy)prop-1-en-2-yl)-2-((tert-butoxycarbonyl)oxy)-6-(isobutoxymethyl)benzoate C(C1=CC=CC=C1)OCC(=C)C=1C(=C(C(=O)OC(C)(C)C)C(=CC1)COCC(C)C)OC(=O)OC(C)(C)C